4-((4-(3-(4-(4-amino-3-(4-phenoxyphenyl)-1H-pyrazolo[3,4-d]pyrimidin-1-yl)piperidine-1-yl)-3-oxopropyl)phenethyl)thio)-2-(2,6-dioxopiperidin-3-yl)isoindoline-1,3-dione NC1=C2C(=NC=N1)N(N=C2C2=CC=C(C=C2)OC2=CC=CC=C2)C2CCN(CC2)C(CCC2=CC=C(CCSC1=C3C(N(C(C3=CC=C1)=O)C1C(NC(CC1)=O)=O)=O)C=C2)=O